2-amino-3-(3,4-dichlorophenyl)propyl (aminocarbonyl)methylcarbamate NC(=O)CNC(OCC(CC1=CC(=C(C=C1)Cl)Cl)N)=O